OC1=CC=C(C2=CC=CC=C12)C(=O)N 4-hydroxynaphthoamide